tert-butyl 4-(1-(4-chlorophenyl)-1H-pyrazol-4-yl)cyclohexylcarbamate ClC1=CC=C(C=C1)N1N=CC(=C1)C1CCC(CC1)NC(OC(C)(C)C)=O